2-chloro-3-fluoro-8-methyl-8-(trifluoromethyl)-7,8-dihydro-6H-pyrazolo[1,5-a]pyrrolo[2,3-e]pyrimidine-6-carboxylic acid tert-butyl ester C(C)(C)(C)OC(=O)N1CC(C2=C1C=NC=1N2N=C(C1F)Cl)(C(F)(F)F)C